3-isopropyl-5-(4-(((5-(4-(methylsulfonyl)phenyl)thiazolo[5,4-b]pyridin-2-yl)oxy)methyl)piperidin-1-yl)-1,2,4-oxadiazole C(C)(C)C1=NOC(=N1)N1CCC(CC1)COC=1SC2=NC(=CC=C2N1)C1=CC=C(C=C1)S(=O)(=O)C